3,5-bis[(methoxymethyl)oxy]-4-(2-propenyl)benzoic acid methyl ester COC(C1=CC(=C(C(=C1)OCOC)CC=C)OCOC)=O